(S)-4-(3-chloro-4-(9-(5-fluoro-2-methoxybenzyl)-6-(1-methylcyclopropoxy)-9H-purin-8-yl)phenoxy)-2-methylbutanoic acid ClC=1C=C(OCC[C@@H](C(=O)O)C)C=CC1C=1N(C2=NC=NC(=C2N1)OC1(CC1)C)CC1=C(C=CC(=C1)F)OC